C(C1=CC=CC=C1)OC(=O)NCCC[C@H](C(=O)ON1C(CCC1=O)=O)NC(=O)OC(C)(C)C 2,5-dioxopyrrolidin-1-yl (R)-5-(((benzyloxy)carbonyl)amino)-2-((tert-butoxycarbonyl)amino)pentanoate